CC1(COCC2=C(C=CC=C12)C1=CC=NN1C)O 4-methyl-8-(1-methyl-1H-pyrazol-5-yl)isochroman-4-ol